(1s,4s)-methyl 4-(5-methyl-2-oxo-1,2-dihydroquinazolin-3(4H)-yl)cyclohexanecarboxylate CC1=C2CN(C(NC2=CC=C1)=O)C1CCC(CC1)C(=O)OC